3-(4-chlorophenyl)-4-fluoro-3-((1-(hydroxymethyl)cyclopropyl)methoxy)-6-(prop-1-en-2-yl)isoindolin-1-one ClC1=CC=C(C=C1)C1(NC(C2=CC(=CC(=C12)F)C(=C)C)=O)OCC1(CC1)CO